O[C@@H]1[C@@H](COC1)OC1=NN(C=C1)C([2H])([2H])[2H] 3-(((3R,4S)-4-hydroxytetrahydrofuran-3-yl)oxy)-1-(methyl-d3)-1H-pyrazol